S1C=CC2=C1C(OCC21CCC1)CNC 1-(5'H,7'H-spiro[cyclobutane-1,4'-thieno[2,3-c]pyran]-7'-yl)-N-methyl-methylamine